(3-{5-[(2,6-dichlorophenyl)methoxy]pyrimidin-2-yl}imidazol-4-yl)methanol ClC1=C(C(=CC=C1)Cl)COC=1C=NC(=NC1)N1C=NC=C1CO